C(C1=CC=CC=C1)N(C(O)=O)[C@H](C(=O)N)CC.BrC1=NC(=CC(=C1CC(=O)O)Br)C#N.BrC1=C(C(=CC(=N1)C#N)C1=CC(=CC=C1)F)O 6-bromo-4-(3-fluorophenyl)-5-hydroxy-pyridine-2-carbonitrile (2,4-dibromo-6-cyano-3-pyridyl)acetate Benzyl-(S)-(1-amino-1-oxobutan-2-yl)carbamate